C(=O)OOC(C)(C)C tert-butyl performate